(S)-9-Benzyl-4-isopropyl-2-methyl-1-oxa-4,9-diazaspiro[5.5]undecan-3-on C(C1=CC=CC=C1)N1CCC2(CN(C([C@@H](O2)C)=O)C(C)C)CC1